CC1=CC=CC=C1C2=CC=CC=N2 2-tolylpyridine